N-(3-(4-fluorophenyl)-4-isopropyl-1-methyl-1H-pyrazol-5-yl)-3,3-dimethylbutanamide FC1=CC=C(C=C1)C1=NN(C(=C1C(C)C)NC(CC(C)(C)C)=O)C